1-(4-(3-((6-(trifluoromethyl)pyridin-3-yl)amino)pyrazin-2-yl)-3,6-dihydropyridin-1(2H)-yl)prop-2-en-1-one FC(C1=CC=C(C=N1)NC=1C(=NC=CN1)C=1CCN(CC1)C(C=C)=O)(F)F